FC1=C(C=CC(=C1)F)N\N=C(/C(=O)OC)\CC methyl (2Z)-2-[2-(2,4-difluorophenyl)hydrazin-1-ylidene]butanoate